C(C1=CC=CC=C1)[N+](CCC)(CC1=CC=CC=C1)CC1=CC=CC=C1 tribenzylpropylammonium